(4R,12aS)-9-((2,4-difluorobenzyl)carbamoyl)-4-methyl-6,8-dioxo-3,4,6,8,12,12a-hexahydro-2H-pyrido[1',2':4,5]pyrazino[2,1-b][1,3]oxazin-7-yl-(S)-1-palmitoylpyrrolidine-3-carboxylate FC1=C(CNC(=O)C=2C(C(=C3N(C[C@@H]4OCC[C@H](N4C3=O)C)C2)OC(=O)[C@@H]2CN(CC2)C(CCCCCCCCCCCCCCC)=O)=O)C=CC(=C1)F